(S)-2-(4-(6-((6-cyano-4-methoxypyridin-3-yl)methoxy)pyridin-2-yl)-2,5-difluorobenzyl)-1-(oxetan-2-ylmethyl)-1H-benzo[d]Imidazole-6-carboxylic acid methyl ester COC(=O)C=1C=CC2=C(N(C(=N2)CC2=C(C=C(C(=C2)F)C2=NC(=CC=C2)OCC=2C=NC(=CC2OC)C#N)F)C[C@H]2OCC2)C1